NC=1C(NC(N(C1C1[C@H](O)[C@H](O)[C@H](O1)CO)N)=O)=O 5-amino-6-ribosyl-amino-2,4(1H,3H)-pyrimidinedione